C1(CC1)COC1=CC=CC(=N1)C=1C=C2CCC(OC2=CC1)CCC(=O)O 3-[6-[6-(cyclopropylmethoxy)-2-pyridinyl]chroman-2-yl]propanoic acid